C(C)(=O)N1[C@H]([C@@H](N(CC1)C(C=C)=O)C)C=1C(=C(C=C(C1)Cl)C1=CC(=NC(=C1)F)C(=O)NC)F 4-(3-((2S,3S)-1-acetyl-4-acryloyl-3-methylpiperazin-2-yl)-5-chloro-2-fluorophenyl)-6-fluoro-N-methylpicolinamide